COC1=CC(=C(COC(=O)N2C(CCCC2C)C)C=C1OC)[N+](=O)[O-] N-[[(4,5-dimethoxy-2-nitrobenzyl)oxy]carbonyl]-2,6-dimethyl-piperidine